(R)-6-(2-(3'-chloro-[1,1'-biphenyl]-3-yl)-2-hydroxyacetyl)-2-(1-phenylcyclopropyl)-5,6,7,8-tetrahydropyrido[4,3-d]pyrimidin-4(3H)-one ClC=1C=C(C=CC1)C1=CC(=CC=C1)[C@H](C(=O)N1CC2=C(N=C(NC2=O)C2(CC2)C2=CC=CC=C2)CC1)O